3-quinolinecarboxylic acid N1=CC(=CC2=CC=CC=C12)C(=O)O